ClC=1C=CC(=C(C1)C=1N=C2N(C=CC=C2)C1C1=NC2=CC(=CN=C2C=C1)C=1C=NNC1)F 2-[2-(5-chloro-2-fluoro-phenyl)imidazo[1,2-a]pyridin-3-yl]-7-(1H-pyrazol-4-yl)-1,5-naphthyridine